C1(CCC1)CN(C(OC(C)(C)C)=O)[C@H]1CN(CCC1)C=1N=NC(=CC1)C(C)N1N=NC(=C1)C=1N=NC=C(C1)OC tert-butyl (cyclobutylmethyl)((3R)-1-(6-(1-(4-(5-methoxypyridazin-3-yl)-1H-1,2,3-triazol-1-yl)ethyl) pyridazin-3-yl)piperidin-3-yl)carbamate